4-{2-chloro-3-[(3,5-dimethyl-1H-pyrazol-1-yl)methyl]-4-(methylsulfonyl)benzoyl-4-(methylsulfonyl)benzoyl}-1-methyl-1H-pyrazol-5-yl-1,3-dimethyl-1H-pyrazole-4-carboxylate ClC1=C(C(=O)C2=C(C(=O)C=3C=NN(C3C3=C(C(=NN3C)C)C(=O)[O-])C)C=CC(=C2)S(=O)(=O)C)C=CC(=C1CN1N=C(C=C1C)C)S(=O)(=O)C